o-di(trifluoromethyl)benzene FC(C1=C(C=CC=C1)C(F)(F)F)(F)F